OC=1C=2N(C=C(C1)OCC(C)(C)O)N=CC2C#N 4-hydroxy-6-(2-hydroxy-2-methylpropyloxy)pyrazolo[1,5-a]Pyridine-3-carbonitrile